C(CCCCCCCCC)OC(=S)[S-].[K+] potassium decylxanthate